C(C)(=O)OC1CC2OC(OCC2OC1)(C)C 2,2-dimethylhexahydropyrano[3,2-d][1,3]dioxin-7-yl acetate